ClC1=CC=C(C=C1)C1(CNCC1)NS(=O)(=O)C1=CC=C(C=C1)OC(F)(F)F N-[3-(4-chlorophenyl)pyrrolidin-3-yl]-4-(trifluoromethoxy)benzenesulfonamide